2-(2-(3-(((S)-2-((S)-2-acetamido-6-(tert-butoxy)-6-oxohexanamido)-4-phenylbutanamido)-methyl)-4-methylphenoxy)ethyl)morpholine-4-carboxylic acid tert-butyl ester C(C)(C)(C)OC(=O)N1CC(OCC1)CCOC1=CC(=C(C=C1)C)CNC([C@H](CCC1=CC=CC=C1)NC([C@H](CCCC(=O)OC(C)(C)C)NC(C)=O)=O)=O